rac-tert-butyl (R)-3-bromo-2-hydroxy-4-((1-hydroxy-2-methoxy-6-methyl-4-oxocyclohexa-2,5-diene-1-carbonyl)oxy)-5,6-dimethylbenzoate BrC=1C(=C(C(=O)OC(C)(C)C)C(=C(C1OC(=O)[C@@]1(C(=CC(C=C1C)=O)OC)O)C)C)O |r|